ClC=1C=NC2=CC(=CC(=C2C1)Cl)I 3,5-Dichloro-7-iodoquinoline